ClC1=C(C=CC(=C1)OCC=1C(=NOC1C1CC1)C1=C(C=CC=C1OC)OC)C1(CN(C1)C1=NC=C(C(=O)O)C=C1F)O 6-(3-(2-chloro-4-((5-cyclopropyl-3-(2,6-dimethoxyphenyl)isoxazol-4-yl)methoxy)phenyl)-3-hydroxyazetidin-1-yl)-5-fluoronicotinic acid